O[C@@H]1C[C@H](N(C1)C(=O)[C@@H](NC(COCCOCCOCCC1=NN(C(=C1)C(=O)N)C(C)C)=O)C(C)(C)C)C(NCC1=CC=C(C=C1)C1=C(N=CS1)C)=O (S)-13-((2S,4R)-4-hydroxy-2-((4-(4-methylthiazol-5-yl)benzyl)carbamoyl)pyrrolidine-1-carbonyl)-14,14-dimethyl-11-oxo-3,6,9-trioxa-12-azapentadecyl-1-isopropyl-1H-pyrazol-5-carboxamide